1-(benzo[d][1,3]dioxin-5-yl)-5-phenyl-3-(trifluoromethyl)-1,2,4-triazole O1COCC2=C1C=CC=C2N2N=C(N=C2C2=CC=CC=C2)C(F)(F)F